3-(1-aminocyclopropyl-2,2,3,3-d4)bicyclo[1.1.1]Pentane-1-carboxylic acid methyl ester COC(=O)C12CC(C1)(C2)C2(C(C2([2H])[2H])([2H])[2H])N